2-oxoethanethioate O=CC([O-])=S